tert-butyl 4-(3,6-difluoro-2-pyridyl)piperazine-1-carboxylate FC=1C(=NC(=CC1)F)N1CCN(CC1)C(=O)OC(C)(C)C